ONC(CCCCCC)=O N-hydroxyheptanoamide